C(C(=C)C)(=O)OCCCCCCCCCCCCCCCCOC(C=C)=O 16-(acryloyloxy)-hexadecyl methacrylate